4-methyl-3-(4,4,5,5-tetramethyl-1,3,2-dioxaborolan-2-yl)-1-(2,2,2-trifluoroethyl)pyrazole CC=1C(=NN(C1)CC(F)(F)F)B1OC(C(O1)(C)C)(C)C